1-(1-Ethylpiperidin-3-yl)-N-((1,2,3,5,6,7-hexahydro-s-indacen-4-yl)carbamoyl)methanesulfonamide, potassium salt [K].C(C)N1CC(CCC1)CS(=O)(=O)NC(NC1=C2CCCC2=CC=2CCCC12)=O